2,6-diethylaniline zinc [Zn].C(C)C1=C(N)C(=CC=C1)CC